C(#N)C[C@@H]1C[C@@H](NC1)CONC(=O)[C@H]1N2C(N([C@H](CC1)C2)OS(=O)(=O)O)=O (2S,5R)-N-{[(2R,4S)-4-Cyanomethyl-pyrrolidin-2-yl]methyloxy}-7-oxo-6-(sulfooxy)-1,6-diazabicyclo[3.2.1]octane-2-carboxamide